methyl 6-(benzyloxy)-10-(3-chlorophenyl)-2-methyl-[1,2,4]triazolo[5,1-a]isoquinoline-5-carboxylate C(C1=CC=CC=C1)OC1=C(N2C(C3=C(C=CC=C13)C1=CC(=CC=C1)Cl)=NC(=N2)C)C(=O)OC